(S)-4-((1-(8-(2-methoxypyrimidin-5-yl)-1-oxo-2-phenyl-1,2-dihydroisoquinolin-3-yl)propyl)amino)quinazoline-6-carbonitrile COC1=NC=C(C=N1)C=1C=CC=C2C=C(N(C(C12)=O)C1=CC=CC=C1)[C@H](CC)NC1=NC=NC2=CC=C(C=C12)C#N